(S)-1-(2-chloro-7-(1-methoxyethyl)pyrazolo[1,5-a]pyrimidin-6-yl)-3-(2-methyl-1-oxo-1,2,3,4-tetrahydroisoquinolin-7-yl)urea ClC1=NN2C(N=CC(=C2[C@H](C)OC)NC(=O)NC2=CC=C3CCN(C(C3=C2)=O)C)=C1